C12(CNCC2C1)NC(OC(C)(C)C)=O tert-butyl N-{3-azabicyclo[3.1.0]hexan-1-yl}carbamate